CO[C@@H]1CC[C@H](CC1)NC(=O)C=1C=NN2C1C=C(C=C2)C2=CNC=1N=C(N=CC12)NC1=CC(=CC=C1)N1CCN(CC1)C N-(trans-4-methoxycyclohexyl)-5-(2-((3-(4-methylpiperazin-1-yl)phenyl)amino)-7H-pyrrolo[2,3-d]pyrimidin-5-yl)pyrazolo[1,5-a]pyridine-3-carboxamide